3-((6-chloroquinolin-4-yl)amino)-N-(3-(pyridin-4-ylamino)phenyl)benzamide ClC=1C=C2C(=CC=NC2=CC1)NC=1C=C(C(=O)NC2=CC(=CC=C2)NC2=CC=NC=C2)C=CC1